2-(2-Fluoro-5-methylsulfonylphenyl)-N-[(3S)-9-fluoro-2-oxo-5-phenyl-1,3-dihydro-1,4-benzodiazepin-3-yl]pyrazolo[1,5-a]pyrimidine-3-carboxamide FC1=C(C=C(C=C1)S(=O)(=O)C)C1=NN2C(N=CC=C2)=C1C(=O)N[C@@H]1C(NC2=C(C(=N1)C1=CC=CC=C1)C=CC=C2F)=O